1-[4-(methyldimethoxysilyl)phenyl]-1-phenylethene C[Si](C1=CC=C(C=C1)C(=C)C1=CC=CC=C1)(OC)OC